IC1=CN=CC2=C(C=C(C=C12)OC)N1CCN(CC1)C 4-Iodo-6-methoxy-8-(4-methylpiperazin-1-yl)isoquinoline